4-(2-(2-chloro-3-fluorophenyl)-5-oxopyrrolidin-1-yl)-2,5-difluoro-N-((R,E)-4-(methylsulfonyl)but-3-en-2-yl)benzamide ClC1=C(C=CC=C1F)C1N(C(CC1)=O)C1=CC(=C(C(=O)N[C@H](C)\C=C\S(=O)(=O)C)C=C1F)F